CN(C1=CC=C(C(=O)C2=CC=C(C=C2)N(C)C)C=C1)C 4,4'-bis(dimethylamino)-benzophenone